O[C@@H]1[C@H]([C@H](NC1)CC1=CC=C(C=C1)OC)OC(=O)NNC(C1=CC=CC=C1)=O N'-({[(2R,3S,4S)-4-hydroxy-2-[(4-methoxyphenyl)methyl]pyrrolidin-3-yl]oxy}carbonyl)benzohydrazide